3-isopropyl-2,5-dimethylhex-5-en-3-ol C(C)(C)C(C(C)C)(CC(=C)C)O